CC=1OC2=C(C1C(=O)NCC(=O)NC)C=C(C=C2)OCC2=C(N=CS2)C 2-methyl-N-(2-(methylamino)-2-oxoethyl)-5-((4-methylthiazol-5-yl)methoxy)benzofuran-3-carboxamide